ClC1=CC(=C(C=C1)[C@@]1(OC2=C(O1)C=CC=C2C2=CC[C@@H](OC2)CC2=NC1=C(N2C[C@H]2OCC2)C=C(C=C1)C(=O)O)C)F 2-(((R)-5-((S)-2-(4-chloro-2-fluorophenyl)-2-methylbenzo[d][1,3]dioxol-4-yl)-3,6-dihydro-2H-pyran-2-yl)methyl)-1-(((S)-oxetan-2-yl)methyl)-1H-benzo[d]imidazole-6-carboxylic acid